Cl.NC1=NC=CC2=CC(=CC=C12)CNC(=O)C=1SC(=C(C1)Cl)CCl N-((1-aminoisoquinolin-6-yl)methyl)-4-chloro-5-(chloromethyl)thiophene-2-carboxamide hydrochloride